C1(=CC=CC=C1)O.[Sr] strontium phenol